Dodecanoylsarcosin C(CCCCCCCCCCC)(=O)N(C)CC(=O)O